2-(pyrrolidin-1-yl)-6-(4,4,5,5-tetramethyl-1,3,2-dioxaborolan-2-yl)pyrazine N1(CCCC1)C1=NC(=CN=C1)B1OC(C(O1)(C)C)(C)C